[PH2+]1CCCC1.[PH4+] phosphonium (Phospholanium)